2-(1-Diphenylmethylazetidin-3-ylidene)-4-pentenoic acid ethyl ester C(C)OC(C(CC=C)=C1CN(C1)C(C1=CC=CC=C1)C1=CC=CC=C1)=O